C(C(C)C)C1(CNC2=C1N=CN=C2N)C 7-isobutyl-7-methyl-6,7-dihydro-5H-pyrrolo[3,2-d]pyrimidin-4-ylamine